((S)-3-aminopyrrolidin-1-yl)((R)-1-(4,5-dichloro-1H-indole-2-carbonyl)pyrrolidin-3-yl)methanone N[C@@H]1CN(CC1)C(=O)[C@H]1CN(CC1)C(=O)C=1NC2=CC=C(C(=C2C1)Cl)Cl